3,3'-iminobis(5-phenyl-1H-1,2,4-triazole) N(C1=NNC(=N1)C1=CC=CC=C1)C1=NNC(=N1)C1=CC=CC=C1